Sodium hydrogen [(1E)-3-[1-(3,5-dichlorophenyl)-N-hydroxyformamido]prop-1-en-1-yl]phosphonate ClC=1C=C(C=C(C1)Cl)C(=O)N(O)C/C=C/P(O)([O-])=O.[Na+]